N-(1-(azetidin-1-ylmethyl)cyclopropyl)-2-(3-chlorophenyl)-2-methylpropanamide N1(CCC1)CC1(CC1)NC(C(C)(C)C1=CC(=CC=C1)Cl)=O